hydroxy-2-ethylbutyrate OC(C(=O)[O-])(CC)CC